6-[(4-methoxyphenyl)methyl]-7-methyl-7H-pyrrolo[3,4-b]pyridin-5-one COC1=CC=C(C=C1)CN1C(C2=NC=CC=C2C1=O)C